O=C1N(CCC(N1)=O)C1=CC=C(C=C1)N1CC(CC1)CO (1-(4-(2,4-dioxotetrahydropyrimidin-1(2H)-yl)phenyl)pyrrolidin-3-yl)methanol